[Br-].[Br-].C(CCCCCCCCC[N+]1=CC(=C(C=C1)\C=C\C1=CC=C(C=C1)N1CCCCC1)C)[N+]1=CC(=C(C=C1)\C=C\C1=CC=C(C=C1)N1CCCCC1)C 1,1'-(decane-1,10-diyl)bis{3-methyl-4-[(E)-4-(piperidin-1-yl)styryl]pyridin-1-ium} dibromide